FC(C(=O)O)(F)F.N1CC(C1)N1N=CC(=C1)C1=CC2=C(C(=N1)N1C([C@]([C@@H](C1)C)(C#N)C1CC1)=O)SC=N2 (3R,4S)-1-(6-(1-(azetidin-3-yl)-1H-pyrazol-4-yl)thiazolo[5,4-c]pyridin-4-yl)-3-cyclopropyl-4-methyl-2-oxopyrrolidine-3-carbonitrile trifluoroacetate